benzoimidazole-5-carboxylic acid (3-diethylamino-propyl)-amide C(C)N(CCCNC(=O)C1=CC2=C(N=CN2)C=C1)CC